(2S)-2-(2-cyclopropyl-4-fluorophenoxy)propionic acid C1(CC1)C1=C(O[C@H](C(=O)O)C)C=CC(=C1)F